C(C#C)OC1=C(C=O)C=C(C(=C1)C=O)OCC#C 2,5-bis(prop-2-yn-1-yloxy)terephthalaldehyde